COC1=CC=C(C=C1)C(OCCC(CC)SSCCCOC(CCC(=O)O)=O)(C1=CC=CC=C1)C1=CC=C(C=C1)OC 4-(3-((1-(Bis(4-methoxyphenyl)(phenyl)methoxy)pentan-3-yl)disulfanyl)propoxy)-4-oxobutanoic acid